C(C)(C)(C)OC(=O)N1C[C@H](C([C@H](C1)C)(F)F)OCCOC1=CC(=CC=2NC(N(C21)C)=O)N (3R,5S)-3-(2-((6-amino-3-methyl-2-oxo-2,3-dihydro-1H-benzo[d]imidazol-4-yl)oxy)ethoxy)-4,4-difluoro-5-methylpiperidine-1-carboxylic acid tert-butyl ester